Methyl (E)-2-((2S,3S,12bS)-3-ethyl-8-methoxy-12-methyl-1,2,3,4,6,7,12,12b-octahydroindolo[2,3-a]quinolizin-2-yl)-3-methoxyacrylate C(C)[C@@H]1CN2CCC3=C([C@@H]2C[C@@H]1/C(/C(=O)OC)=C\OC)N(C1=CC=CC(=C13)OC)C